3-tertiary butyl-4-hydroxy-5-methylphenyl-propionic acid-2-ethylhexyl ester C(C)C(COC(C(C)C1=CC(=C(C(=C1)C)O)C(C)(C)C)=O)CCCC